BrC1=CC=C(S1)[Li] (5-bromothiophen-2-yl)lithium